1-methyl-3-(oxazol-2-yl)-1H-pyrazol CN1N=C(C=C1)C=1OC=CN1